(+/-)-trans-tert-butyl 6-({[1-(tert-butoxycarbonyl)-4-(4-methoxyphenyl)piperidin-3-yl]methyl}amino)-1-oxoisoindoline-2-carboxylate C(C)(C)(C)OC(=O)N1C[C@H]([C@@H](CC1)C1=CC=C(C=C1)OC)CNC1=CC=C2CN(C(C2=C1)=O)C(=O)OC(C)(C)C |r|